Anthracene C1=CC=CC2=CC3=CC=CC=C3C=C12